N1=CC(=CC=C1)CN1CCN(CC1)C1=CC=C2C(=N1)C(=CN2)NC(NC2=CC=C(C=C2)C(F)(F)F)=O 3-(5-{4-[(pyridin-3-yl)methyl]piperazin-1-yl}-1H-pyrrolo[3,2-b]pyridin-3-yl)-1-[4-(trifluoromethyl)phenyl]urea